Cl.Cl.Cl.Cl.NC1(CC(=CC=C1N)C1=CC=C(N)C=C1)N 3,3-diaminobenzidine, tetrahydrochloride